ClC1=C(OC=2N=NC(=CC2C(=O)NC2=CC(=CC=C2)SC)C(F)(F)F)C=C(C=C1)F 3-(2-Chloro-5-fluorophenoxy)-N-(3-(methylthio)phenyl)-6-(trifluoromethyl)pyridazine-4-carboxamide